1-[(8-fluoro-1,4-dioxaspiro[4.5]decan-8-yl)methyl]-5,5-dimethyl-imidazolidine-2,4-dione FC1(CCC2(OCCO2)CC1)CN1C(NC(C1(C)C)=O)=O